NC1=NC=C(C(=N1)N)OC1=CC(=NC=C1C#N)OC 4-((2,4-diaminopyrimidin-5-yl)oxy)-6-methoxynicotinonitrile